N1(CCC1)C=1C=C(C=CC1)N1C(=C2C(N(N=CC2=C1C)C1=NC=CC(=C1)C)=O)C 6-(3-(Azetidin-1-yl)phenyl)-5,7-dimethyl-2-(4-methylpyridin-2-yl)-2,6-dihydro-1H-pyrrolo[3,4-d]pyridazin-1-one